ClC=1C(=CC=C2C=CC=C(C12)C1=NC=CC(=C1F)NC([O-])=O)F (2-(8-chloro-7-fluoronaphthalen-1-yl)-3-fluoropyridin-4-yl)carbamate